ClC=1C=C(C=CC1OCC1=NC=CC=C1)NC1=NC=NC2=CC=C(C(=C12)OC)NC(C=CC1N(CCC1)CCOC)=O N-(4-((3-chloro-4-(pyridin-2-ylmethoxy)phenyl)amino)-5-methoxyquinazolin-6-yl)-3-(1-(2-methoxyethyl)pyrrolidin-2-yl)acrylamide